C[Si]1(CCC(CC1)NC(=O)C1=CC=2C(=NC=C(C2)OC)N1)C N-(1,1-dimethylsilacyclohexan-4-yl)-5-methoxy-1H-pyrrolo[2,3-b]pyridine-2-carboxamide